5-Hydroxy-N,N-dimethyltryptamin OC1=CC=C2NC=C(CCN(C)C)C2=C1